7-((3R,5S)-1-propenoyl-5-methylpyrrolidin-3-yl)-4-amino-N-methyl-N-((R)-1-phenylethyl)-6-(prop-1-yn-1-yl)-7H-pyrrolo[2,3-d]pyrimidine-5-carboxamide C(C=C)(=O)N1C[C@@H](C[C@@H]1C)N1C(=C(C2=C1N=CN=C2N)C(=O)N([C@H](C)C2=CC=CC=C2)C)C#CC